C(C=C)C1(N(C2=CC=CC(=C2C1=O)C)C)C(=O)OC Methyl 2-allyl-1,4-dimethyl-3-oxoindoline-2-carboxylate